C1N(CC2=CC=CC=C12)C=1N=C2N(C(C1)=O)C=C(C=C2C(C)NC2=C(C=CC=C2)S(=O)(=O)N)C 2-((1-(2-(isoindolin-2-yl)-7-methyl-4-oxo-4H-pyrido[1,2-a]pyrimidin-9-yl)ethyl)amino)benzenesulfonamide